methyl 6-tert-butyl-9-[4-(3-hydroxypropyl)-4H-1,2,4-triazol-3-yl]-10-methoxy-2-oxo-6,7-dihydro-2H-pyrido[2,1-a]isoquinoline-3-carboxylate C(C)(C)(C)C1N2C(C3=CC(=C(C=C3C1)C1=NN=CN1CCCO)OC)=CC(C(=C2)C(=O)OC)=O